BrC=1C(=NC(=CC1)C)OCCCCCO 5-((3-Bromo-6-methylpyridin-2-yl)oxy)pentan-1-ol